The molecule is a trans-3,cis-5-dienoyl-CoA(4-) obtained by deprotonation of the phosphate and diphosphate functions of trans-3-cis-5-octadienoyl-CoA; major species at pH 7.3. It is a (3E,5Z)-dienoyl-CoA(4-) and a medium-chain fatty acyl-CoA(4-). It is a conjugate base of a trans-3-cis-5-octadienoyl-CoA. CC/C=C\\C=C\\CC(=O)SCCNC(=O)CCNC(=O)[C@@H](C(C)(C)COP(=O)([O-])OP(=O)([O-])OC[C@@H]1[C@H]([C@H]([C@@H](O1)N2C=NC3=C(N=CN=C32)N)O)OP(=O)([O-])[O-])O